tert-butyl 4-((5-bromo-6-chloro-3-nitropyridin-2-yl)amino)piperidine-1-carboxylate BrC=1C=C(C(=NC1Cl)NC1CCN(CC1)C(=O)OC(C)(C)C)[N+](=O)[O-]